ClC=1C(=NC=CC1OC1=C(C=C(C=C1)OC(F)(F)F)Cl)N1CCC(CC1)N(C(OC(C)(C)C)=O)C t-Butyl (1-(3-chloro-4-(2-chloro-4-(trifluoromethoxy)phenoxy)pyridin-2-yl)piperidin-4-yl)(methyl)carbamate